tert-butyl trans-4-[4-[(3-cyclobutyl)pyrazolo[1,5-a]pyrimidin-5-yl]pyrimidin-2-yl]aminomethyl-3-hydroxylpiperidine-1-carboxylate C1CC(C1)C1=NN2C(N=C(C=C2)C2=NC(=NC=C2)NC[C@H]2[C@@H](CN(CC2)C(=O)OC(C)(C)C)O)=C1